CN1N=CN=C1C(=O)NC1=CC=C2C(=N1)NC(=C2)C2=C(C=CC(=C2)C)C(F)(F)F 1-methyl-N-(2-(5-methyl-2-(trifluoromethyl)phenyl)-1H-pyrrolo[2,3-b]pyridin-6-yl)-1H-1,2,4-triazole-5-carboxamide